BrCCOC1OCCCC1 2-(2-Bromoethoxy)tetrahydro-2H-pyran